8-(4-chloro-2-fluoro-phenyl)-2-(1,1-difluoroethyl)-3-methyl-6-[(2S)-2-(1-methylpyrazol-4-yl)morpholino]pyrido[3,4-d]pyrimidin-4-one ClC1=CC(=C(C=C1)C1=NC(=CC2=C1N=C(N(C2=O)C)C(C)(F)F)N2C[C@@H](OCC2)C=2C=NN(C2)C)F